tert-butyl (2-((2-chloro-5-nitropyrimidin-4-yl)amino) ethyl)(methyl)carbamate ClC1=NC=C(C(=N1)NCCN(C(OC(C)(C)C)=O)C)[N+](=O)[O-]